ClC=1C(=CC(=C(C1)NC1=NC=NC2=CC(=C(C=C12)NC(/C(=C\[C@@H]1N(CCC1)C)/F)=O)OC)OC)OC1=CC2=C(N(C=N2)C)C=C1 (R,E)-N-(4-((5-chloro-2-methoxy-4-((1-methyl-1H-benzo[d]imidazol-5-yl)oxy)phenyl)amino)-7-methoxy-quinazolin-6-yl)-2-fluoro-3-(1-methylpyrrolidin-2-yl)acrylamide